N-(1-(oxetan-3-yl)-3-(pyridin-2-yl)-1H-pyrazol-4-yl)-5'-(trifluoromethyl)-[2,3'-bipyridine]-6-carboxamide O1CC(C1)N1N=C(C(=C1)NC(=O)C1=CC=CC(=N1)C=1C=NC=C(C1)C(F)(F)F)C1=NC=CC=C1